1-acetyl-N-[6-(5-chloro-1,3-benzoxazol-2-yl)spiro[3.3]heptane-2-yl]pyrrolidine-3-carboxamide C(C)(=O)N1CC(CC1)C(=O)NC1CC2(C1)CC(C2)C=2OC1=C(N2)C=C(C=C1)Cl